FC(C)(F)C=1C(=CC(=NC1)NC(=O)C1CC1)NC1=NC=CC(=C1OC)C1=NN(N=C1)C N-(5-(1,1-difluoroethyl)-4-((3-methoxy-4-(2-methyl-2H-1,2,3-triazol-4-yl)pyridin-2-yl)amino)pyridin-2-yl)cyclopropanecarboxamide